BrC1=NC(=CC(=C1)OC[C@@H](C)O[Si](C)(C)C(C)(C)C)[C@@]1(COCC1)OC 2-Bromo-4-((R)-2-((tert-butyldimethylsilyl)oxy)propoxy)-6-((S)-3-methoxytetrahydrofuran-3-yl)pyridine